FC=1C(=C(C=CC1)NC1=C(NC2=C1C(NCC2)=O)C2=C(C=NC=C2)OCC2=NC=CC=C2OC)OC 3-[(3-fluoro-2-methoxyphenyl)amino]-2-[3-[(3-methoxypyridin-2-yl)methoxy]pyridin-4-yl]-1H,5H,6H,7H-pyrrolo[3,2-c]pyridin-4-one